Lithium nickel iron manganese [Mn].[Fe].[Ni].[Li]